ClC=1C=C(C=CC1)N1N=CC=CC1=O 1-(3-chlorophenyl)-6-oxo-1,6-dihydropyridazine